4-((5-methyl-1H-pyrazol-3-yl)amino)-6,7-dihydro-5H-cyclopenta[d]pyrimidin CC1=CC(=NN1)NC=1C2=C(N=CN1)CCC2